((6-(2-chloro-6-ethyl-7H-pyrrolo[2,3-d]pyrimidin-7-yl)pyridin-2-yl)imino)dimethyl-λ6-sulfanone ClC=1N=CC2=C(N1)N(C(=C2)CC)C2=CC=CC(=N2)N=S(=O)(C)C